CC1=C(C=CC=C1)S(=O)(=O)OC(=O)OC(C)(C)C Boc methylbenzenesulfonate